ClC=1C(=NC(=C(C1)F)C1=C(C=C(C(=C1)OC)C(F)(F)F)Cl)C(=O)O 3-Chloro-6-(2-chloro-5-methoxy-4-(trifluoromethyl)phenyl)-5-fluoropicolinic acid